4-(6-(cyclopropanesulfonamido)pyridin-2-yl)-N-(5-(6-ethoxypyrazin-2-yl)pyridin-2-yl)tetrahydro-2H-pyran-4-carboxamide C1(CC1)S(=O)(=O)NC1=CC=CC(=N1)C1(CCOCC1)C(=O)NC1=NC=C(C=C1)C1=NC(=CN=C1)OCC